C1C[C@H]([C@@H](CC1)O)O trans-3,4-cyclohexanediol